N=1NC=C2C1C1=C(CCC2)C=C(C=C1)C(=O)O 2,4,5,6-tetrahydrobenzo[6,7]cyclohepta[1,2-c]pyrazole-8-carboxylic acid